FC1=C(C=C(C=C1)NC(C=C)=O)NC1=NC(=NC=C1C1=CC(=NC=C1)C(F)(F)F)NC=1C=NN(C1)C N-(4-fluoro-3-((2-((1-methyl-1H-pyrazol-4-yl)amino)-5-(2-(trifluoromethyl)pyridin-4-yl)pyrimidin-4-yl)amino)phenyl)acrylamide